IC1C2CCC(C1)C2 2-iodo-norbornane